methyl cis-3-hydroxycyclobutanecarboxylate O[C@H]1C[C@H](C1)C(=O)OC